N-(5-(benzo[d][1,3]dioxol-5-ylmethoxy)-4-((2-(1,1-difluoroethyl)-6-methylpyridin-4-yl)amino)pyridin-2-yl)acetamide O1COC2=C1C=CC(=C2)COC=2C(=CC(=NC2)NC(C)=O)NC2=CC(=NC(=C2)C)C(C)(F)F